C(C)OC(=O)[C@@]1(C([C@H]1C1=C(C=C(C=C1)Br)C)(C)C)C#N Trans-3-(4-bromo-2-methylphenyl)-1-cyano-2,2-dimethylcyclopropanecarboxylic acid ethyl ester